N1=CC=C(C=C1)C1=CC=C(C=C1)N(C1=CC=C(C=C1)C1=CC=NC=C1)C1=CC=C(C=C1)C1=CC=NC=C1 tri(4-(pyridine-4-yl)phenyl)amine